ClC=1C=C2C(=NC(=NC2=C(C1C1=C(C=CC=C1O)F)F)NCCC1=NC=CC=N1)N1CCN(CC1)C(C=C)=O 1-(4-(6-chloro-8-fluoro-7-(2-fluoro-6-hydroxyphenyl)-2-((2-(pyrimidin-2-yl)ethyl)amino)quinazolin-4-yl)piperazin-1-yl)prop-2-en-1-one